tert-butyl (1-(1-(4-(2,6-bis(benzyloxy)pyridin-3-yl)-2-fluorophenyl)azetidin-3-yl)piperidin-4-yl)carbamate C(C1=CC=CC=C1)OC1=NC(=CC=C1C1=CC(=C(C=C1)N1CC(C1)N1CCC(CC1)NC(OC(C)(C)C)=O)F)OCC1=CC=CC=C1